C(C)(=O)C1CCN(CC1)CC=1OC2=C3C(=C(C=C2N1)Cl)NC(NC31CCCCC1)=O 2-[(4-acetylpiperidin-1-yl)methyl]-5-chloro-7,8-dihydro-6H-spiro[[1,3]oxazolo[5,4-f]quinazoline-9,1'-cyclohexane]-7-one